4-[(1R)-1-aminoethyl]-N-(1H-pyrrolo[2,3-b]pyridin-4-yl)benzamide N[C@H](C)C1=CC=C(C(=O)NC2=C3C(=NC=C2)NC=C3)C=C1